8-(4-((6-(2,4-dioxotetrahydropyrimidin-1(2H)-yl)pyridin-3-yl)methyl)piperazin-1-yl)-9-ethyl-6,6-dimethyl-11-oxo-6,11-dihydro-5H-benzo[b]carbazole-3-carbonitrile O=C1N(CCC(N1)=O)C1=CC=C(C=N1)CN1CCN(CC1)C=1C(=CC2=C(C(C=3NC4=CC(=CC=C4C3C2=O)C#N)(C)C)C1)CC